1-acetyl-2,2-dipropyl-4-methyl-1,2,3,4-tetrahydroquinoline C(C)(=O)N1C(CC(C2=CC=CC=C12)C)(CCC)CCC